(2R,4s)-N1-(4-chlorophenyl)-N2-(5-((+)-1-(3-cyanophenyl)-3-cyclopropyl-1-((R)-1,1-dimethylethylsulfinamido)propyl)-2-fluorophenyl)-4-hydroxypyrrolidine-1,2-dicarboxamide ClC1=CC=C(C=C1)NC(=O)N1[C@H](C[C@@H](C1)O)C(=O)NC1=C(C=CC(=C1)C(CCC1CC1)(N[S@](=O)C(C)(C)C)C1=CC(=CC=C1)C#N)F